1,3,4,6-O-tetranonoyl-sorbitol C(CCCCCCCC)(=O)C(O)[C@H](O)[C@@](O)([C@](O)([C@H](O)COC(CCCCCCCC)=O)C(CCCCCCCC)=O)C(CCCCCCCC)=O